cobalt triphosphine P.P.P.[Co]